ClC1=C(C(=O)NC=2C=C3C=C(N(C3=CC2)CCC)C(=O)OCC)C=C(C=C1)CNC(C(C)C)=O ethyl 5-(2-chloro-5-(isobutyramidomethyl)benzamido)-1-propyl-1H-indole-2-carboxylate